S1C(=NC=C1)[C@@H](C)N (1R)-1-(thiazol-2-yl)ethanamine